C(#N)C1=NC=CC(=N1)NC(=O)[C@H]1CC[C@H]2[C@@H]3CC[C@@H]4C[C@](CC[C@@H]4[C@H]3CC[C@]12C)(CCC)O (3R,5R,8R,9R,10S,13S,14S,17S)-N-(2-cyanopyrimidin-4-yl)-3-hydroxy-13-methyl-3-propylhexadecahydro-1H-cyclopenta[a]phenanthrene-17-carboxamide